C[Sn](C=1C=C(C(=O)O)C=CN1)(C)C 2-(trimethylstannyl)isonicotinic acid